(2-fluoro-5-methylphenyl)boranediol FC1=C(C=C(C=C1)C)B(O)O